N-(6-amino-5-ethylpyridin-3-yl)-2-((2S,5R)-2-(3-chloro-4-fluorophenyl)-4-isobutyryl-5-methylpiperazin-1-yl)-2-oxoacetamide NC1=C(C=C(C=N1)NC(C(=O)N1[C@H](CN([C@@H](C1)C)C(C(C)C)=O)C1=CC(=C(C=C1)F)Cl)=O)CC